FC(CC(C(=O)NS(=O)(=O)C)NC(OC(C)(C)C)=O)(C)C tert-butyl 4-fluoro-4-methyl-1-(methylsulfonylamino)-1-oxopent-2-ylcarbamate